7,7-dimethyl-5,6,7,8-tetrahydroquinolin-3-amine CC1(CCC=2C=C(C=NC2C1)N)C